methyl 4-(2-azidoethyl)-4,6-dimethylchroman-7-carboxylate N(=[N+]=[N-])CCC1(CCOC2=CC(=C(C=C12)C)C(=O)OC)C